4-chloro-2,6-diaminopyrimidine ClC1=NC(=NC(=C1)N)N